C(C)(C)(C)C1=NC(=NO1)C(=O)N[C@H](C)C1=C(C(=C(C=C1)C1=CC(=NC=C1)NC(=O)C1CC1)F)Cl (R)-5-(tert-butyl)-N-(1-(2-chloro-4-(2-(cyclopropanecarboxamido)pyridin-4-yl)-3-fluorophenyl)ethyl)-1,2,4-oxadiazole-3-carboxamide